CO[Si](OC)(OC)CCC[Si](Cl)(Cl)Cl trimethoxysilylpropyl-trichlorosilane